C(C1=CC=CC=C1)C=1N(C=2C(=C3CC[C@@H](NC3=CC2)C)N1)C1CCC(CC1)C(N)=O (7S)-2-Benzyl-7-methyl-3-[(1s,4s)-4-carbamoylcyclohexyl]-3H,6H,7H,8H,9H-imidazo[4,5-f]chinolin